C1=CO[P+](=O)C=C1 oxaphosphorine oxide